FC(C1=NN=C(O1)C1=CC(N(C=C1)CC#CC1=CC(=CC=C1)S(=O)(=O)C)=O)F 4-(5-(difluoromethyl)-1,3,4-oxadiazol-2-yl)-1-(3-(3-(methylsulfonyl)phenyl)prop-2-yn-1-yl)pyridin-2(1H)-On